CN1CC(C1)(C)C(C=1C=C(C=NC1)O)(C1=CC=C(C=C1)C(C)C)O 5-[(1,3-dimethyl-azetidin-3-yl)-hydroxy-(4-isopropyl-phenyl)-methyl]-pyridin-3-ol